ClC=1C=C(C=CC1C(=O)N1CCN(CC1)C(=O)C1CCN(CC1)C)NC(=O)C=1N(C(=CN1)C1=C(C(=C(C=C1)OC(F)F)F)Cl)C N-(3-chloro-4-(4-(1-methylpiperidine-4-carbonyl)piperazine-1-carbonyl)phenyl)-5-(2-chloro-4-(difluoromethoxy)-3-fluorophenyl)-1-methyl-1H-imidazole-2-carboxamide